N-((1R,3r,5S)-8-((4-(difluoromethoxy)phenyl)sulfonyl)-8-azabicyclo[3.2.1]octan-3-yl)-3-hydroxybutanamide FC(OC1=CC=C(C=C1)S(=O)(=O)N1[C@H]2CC(C[C@@H]1CC2)NC(CC(C)O)=O)F